[Br-].COC=1C=C2C(=CC=NC2=CC1)CO (6-methoxy-4-quinolyl)methanol bromide